ClC1=C(C#N)C=CC(=N1)N1CCCC1 2-chloro-6-(pyrrolidin-1-yl)nicotinonitrile